2,4-dinitroanisole [N+](=O)([O-])C1=C(C=CC(=C1)[N+](=O)[O-])OC